COCCOC1=CC(=NC2=NC=CC=C12)CCCCCO[C@H]1CN(CC1)C(=O)OC(C)(C)C (R)-tert-butyl 3-((5-(4-(2-methoxyethoxy)-1,8-naphthyridin-2-yl)pentyl)oxy)pyrrolidine-1-carboxylate